C(C)(C)N(P(OCCC#N)OCC1=CC=C(C=C1)CCP(=O)(OC)OC)C(C)C 2-cyanoethyl (4-(2-(dimethoxyphosphoryl) ethyl) benzyl) diisopropylphosphoramidite